4-(1'-methyloxyethyl)-1,2-epoxy-2-methylcyclohexane COC(C)C1CC2(C(CC1)O2)C